Cyclohexyl-(6-methoxy-2-(2-(methoxymethyl)-7-methylquinoxalin-5-yl)benzo[d]thiazol-4-yl)methanol sodium [Na].C1(CCCCC1)C(O)C1=CC(=CC2=C1N=C(S2)C2=C1N=CC(=NC1=CC(=C2)C)COC)OC